C(#N)C=1C=NC=C(C(=O)NC2=CC3=CN(N=C3C=C2OC(F)(F)F)C2CCC(CC2)C=O)C1 5-cyano-N-(2-((1r,4r)-4-formylcyclohexyl)-6-(trifluoromethoxy)-2H-indazol-5-yl)nicotinamide